OC1=CC=C2C[C@H](COC2=C1OC)C1=C(C(=C(C(=C1)OC)OC)OC)OC (3S)-7-hydroxy-2',3',4',5',8-pentamethoxyisoflavan